6-bromo-2-(2-(4,4-difluoropiperidin-1-yl)-6-methylpyrimidin-4-yl)-8-(6-azaspiro[2.5]oct-6-yl)-3,4-dihydroisoquinolin-1(2H)-one BrC=1C=C2CCN(C(C2=C(C1)N1CCC2(CC2)CC1)=O)C1=NC(=NC(=C1)C)N1CCC(CC1)(F)F